(M)-7-[2-(Difluoro-methyl)phenyl]-4-[(2S,5R)-2,5-dimethyl-4-prop-2-enoyl-piperazin-1-yl]-6-fluoro-1-(2-isopropyl-4-methyl-3-pyridyl)pyrido[2,3-d]pyrimidin-2-one FC(C1=C(C=CC=C1)C=1C(=CC2=C(N(C(N=C2N2[C@H](CN([C@@H](C2)C)C(C=C)=O)C)=O)C=2C(=NC=CC2C)C(C)C)N1)F)F